OC1=C(C=NO)C=C(C=C1)C1CCC(CC1)=C 2-Hydroxy-5-(4-methylenecyclohexyl)benzaldehyde oxime